(S)-1-(4-(3-((1r,3R,5S,7S)-3,5-dimethyladamantan-1-yl)ureido)-3-fluorobenzyl)-N,N-diethylpiperidine-3-carboxamide C[C@]12CC3(CC(C[C@@](C1)(C3)C)C2)NC(NC2=C(C=C(CN3C[C@H](CCC3)C(=O)N(CC)CC)C=C2)F)=O